5-(2-methoxycarbonylethyl)uridine COC(=O)CCC=1C(NC(N([C@H]2[C@H](O)[C@H](O)[C@@H](CO)O2)C1)=O)=O